ClC=1C=C(C=CC1C#C)CNC(OC(C)(C)C)=O tert-butyl N-[(3-chloro-4-ethynyl-phenyl)methyl]carbamate